BrC=1C=C(C=O)C=CC1OCC1=CSC=C1 3-bromo-4-(thiophen-3-ylmethoxy)benzaldehyde